3-bromo-1-(3-chloropyridin-2-yl)-1H-pyrazole-5-carbaldehyde BrC1=NN(C(=C1)C=O)C1=NC=CC=C1Cl